FC1=NN2C(N=CC3=C2C(CC3C(=O)O)(C=3C=NNC3)C)=C1 2-fluoro-8-methyl-8-(1H-pyrazol-4-yl)-7,8-dihydro-6H-cyclopenta[e]pyrazolo[1,5-a]pyrimidine-6-carboxylic acid